3-isopropyl-1-vinylcyclohexane-1-ol C(C)(C)C1CC(CCC1)(O)C=C